5-[2-(2-iodobenzoyl)aminopyridin-5-yl]-1H-naphtho[1,2-B][1,4]diazepine-2,4(3H,5h)-dione IC1=C(C(=O)NC2=NC=C(C=C2)N2C3=C(NC(CC2=O)=O)C2=CC=CC=C2C=C3)C=CC=C1